ClC=1C=C2C(=NC1)NC=C2CCCNS(=O)(=O)C2=CC=C(C=C2)OCCCN2CCNCC2 N-(3-(5-chloro-1H-pyrrolo[2,3-b]pyridin-3-yl)propyl)-4-(3-(piperazin-1-yl)propoxy)benzenesulfonamide